2-tertiary butyl-3-methyl-5-benzyl-4-imidazolidone C(C)(C)(C)C1NC(C(N1C)=O)CC1=CC=CC=C1